(Z)-N-(8-cyanochroman-4-ylidene)-2-methylpropane-2-sulfinamide C(#N)C=1C=CC=C2\C(\CCOC12)=N/S(=O)C(C)(C)C